2-[3-(3-chlorophenyl)ureido]-4-trifluoromethoxy-N-propylbenzamide ClC=1C=C(C=CC1)NC(NC1=C(C(=O)NCCC)C=CC(=C1)OC(F)(F)F)=O